(S)-5-bromo-N-(8,9-difluoro-6-oxo-1,4,5,6-tetrahydro-2H-pyrano[3,4-c]isoquinolin-1-yl)-N-methyl-6-(trifluoromethyl)nicotinamide BrC=1C(=NC=C(C(=O)N(C)[C@@H]2COCC=3NC(C=4C=C(C(=CC4C32)F)F)=O)C1)C(F)(F)F